C(C)C1=C(N=C2N(C1=O)C=CC=C2C(C)NC2=CC=CC=C2)N2CCOCC2 ethyl-2-(4-morpholinyl)-9-[1-(phenylamino)ethyl]-4H-pyrido-[1,2-a]pyrimidin-4-one